methyl-(3-chloro-2-ethyl-phenyl)-acetate COC(CC1=C(C(=CC=C1)Cl)CC)=O